(2-fluorophenyl)(imino)((1-(4-(5-(trifluoromethyl)-1,2,4-oxadiazol-3-yl)phenyl)-1H-imidazol-4-yl)methyl)-λ6-sulfanone FC1=C(C=CC=C1)S(=O)(CC=1N=CN(C1)C1=CC=C(C=C1)C1=NOC(=N1)C(F)(F)F)=N